BrC1=CC(=C(O[C@H](C(=O)O)C)C=C1)C=1N=COC1 (S)-2-[4-bromo-2-(1,3-oxazol-4-yl)phenoxy]propionic acid